4-(6-((6-acetyl-8-cyclopentyl-5-methyl-7-oxo-7,8-dihydropyrido[2,3-d]-pyrimidin-2-yl)amino)pyridin-3-yl)-N-ethylpiperazine-1-sulfonamide C(C)(=O)C1=C(C2=C(N=C(N=C2)NC2=CC=C(C=N2)N2CCN(CC2)S(=O)(=O)NCC)N(C1=O)C1CCCC1)C